(1S,5R)-1-(5-bromo-2-fluorophenyl)-4-(methoxy(methyl)carbamoyl)-3-azabicyclo[3.1.0]hexane-3-carboxylic acid tert-butyl ester C(C)(C)(C)OC(=O)N1C[C@]2(C[C@H]2C1C(N(C)OC)=O)C1=C(C=CC(=C1)Br)F